Tert-butyl N-[4-[4-[[3-carbamoyl-1-[4-(hydroxymethyl)phenyl]pyrazol-4-yl]carbamoyl] oxazol-2-yl]-2-pyridyl]-N-(2,2,2-trifluoroethyl)carbamate C(N)(=O)C1=NN(C=C1NC(=O)C=1N=C(OC1)C1=CC(=NC=C1)N(C(OC(C)(C)C)=O)CC(F)(F)F)C1=CC=C(C=C1)CO